COC(C1=NC=C(C=C1NC(C(C)(C)C)=O)C(F)(F)F)=O 3-Neopentanoylamino-5-(trifluoromethyl)picolinic acid methyl ester